C1(CCCCC1)C[C@@H](C(N1[C@@H](CCC1)C(=O)N1CC2=CC=CC=C2CC1)=O)NC(=O)C=1NC2=CC=C(C=C2C1)C(F)(F)P(O)(O)=O ((2-(((S)-3-cyclohexyl-1-oxo-1-((S)-2-(1,2,3,4-tetrahydroisoquinoline-2-carbonyl)pyrrolidin-1-yl)propan-2-yl)carbamoyl)-1H-indol-5-yl)difluoromethyl)phosphonic acid